N-[[6-[3-(4-amino-1-isopropyl-pyrazolo[3,4-d]pyrimidin-3-yl)-5-cyclopropyl-isoxazol-4-yl]-3-pyridyl]methyl]-2-methyl-propane-2-sulfinamide NC1=C2C(=NC=N1)N(N=C2C2=NOC(=C2C2=CC=C(C=N2)CNS(=O)C(C)(C)C)C2CC2)C(C)C